CN1N=CC(=C1)[C@@H]1CC[C@H]2OC3(C(N21)=O)CC(C3)OC3=CC(=NC=N3)C#N 6-(((5'S,7a'R)-5'-(1-methyl-1H-pyrazol-4-yl)-3'-oxotetrahydro-3'H-spiro[cyclobutane-1,2'-pyrrolo[2,1-b]oxazol]-3-yl)oxy)pyrimidine-4-carbonitrile